C(C)(C)(CC)C1=CC=C(OC2=CC=C(N)C=C2)C=C1 4-(4-(tert.-Pentyl)phenoxy)anilin